C1(=CC=CC=C1)N(C=1C=CC=2N(C3=CC=C(C=C3C2C1)N(C1=CC=CC=C1)C1=CC=CC=C1)C1=CC=C(C=C1)B(O)O)C1=CC=CC=C1 (4-(3,6-bis(diphenylamino)-9H-carbazol-9-yl)phenyl)boronic acid